5-(6-amino-9H-purin-9-yl)-3,4-dihydroxy-N-(3-propionamidopropyl)tetrahydrofuran-2-carboxamide NC1=C2N=CN(C2=NC=N1)C1C(C(C(O1)C(=O)NCCCNC(CC)=O)O)O